ClC1=C(C=CC=C1)C1C(O1)(C1=C(C=C(C=C1)F)F)CN1N=CN=C1SC#N 1-{[3-(2-Chlorophenyl)-2-(2,4-difluorophenyl)oxirane-2-yl]methyl}-1H-1,2,4-triazol-5-yl thiocyanate